4-fluorophenylethynyltrivinylsilane FC1=CC=C(C=C1)C#C[Si](C=C)(C=C)C=C